CP(=O)(C)C1=C(C=NC=C1C)N 4-(dimethylphosphoryl)-5-methylpyridin-3-amine